FC=1C(=NC(=NC1)NC1CCN(CC1)C(C)=O)C1=CC(=CC=C1)N1C[C@H](CCC1)O (S)-1-(4-((5-fluoro-4-(3-(3-hydroxypiperidin-1-yl)phenyl)pyrimidin-2-yl)amino)piperidin-1-yl)ethan-1-one